NC1=NN(C2=NC(=CC=C21)C2CC2)C(=O)C2=C(N=CS2)C (3-amino-6-cyclopropyl-1H-pyrazolo[3,4-b]pyridin-1-yl)(4-methylthiazol-5-yl)methanone